N1(CCC1)C1=NC=C(C=N1)NC(=O)NC(C(F)(F)F)C1=C(C2=C(S1)C(=CC(=C2)F)F)C 1-(2-(azetidin-1-yl)pyrimidin-5-yl)-3-(1-(5,7-difluoro-3-methylbenzo[b]thiophen-2-yl)-2,2,2-trifluoroethyl)urea